2,3-dibromo-6-chloro-pyridine BrC1=NC(=CC=C1Br)Cl